(2S)-6-{[(2R)-2-amino-3-{4-[(tert-butoxycarbonyl)(methyl)amino]naphthalen-2-yl}propanoyl]amino}-1-tert-butoxy-1-oxohexan N[C@@H](C(=O)NCCCCCC(=O)OC(C)(C)C)CC1=CC2=CC=CC=C2C(=C1)N(C)C(=O)OC(C)(C)C